C1(CC1)NC(C1=C(C=C(C=C1)F)SC1=CC=C2C(=NN(C2=C1)C1OCCCC1)\C=C\C1=NC=C(C=C1)CCN(CC)CC)=O N-cyclopropyl-2-[3-[(trans)-2-[5-[2-(diethylamino)ethyl]-2-pyridinyl]vinyl]-1-tetrahydropyran-2-yl-indazol-6-yl]sulfanyl-4-fluoro-benzamide